FC1=CC=C(C=C1)C1=NN2C(CN(CC2)C)=C1C1=CC(=NC=C1)CO (4-(2-(4-fluorophenyl)-5-methyl-4,5,6,7-tetrahydropyrazolo[1,5-a]pyrazin-3-yl)pyridin-2-yl)methanol